methyl 2-[(1S,4S,5R)-5-[[5-cyclopropyl-3-(2,6-dichlorophenyl)-1,2-oxazol-4-yl]methoxy]-2-azabicyclo[2.2.1]heptan-2-yl]-4-[7-oxaspiro[3.5]nonan-2-yl]-1,3-benzothiazole-6-carboxylate C1(CC1)C1=C(C(=NO1)C1=C(C=CC=C1Cl)Cl)CO[C@H]1[C@@H]2CN([C@H](C1)C2)C=2SC1=C(N2)C(=CC(=C1)C(=O)OC)C1CC2(C1)CCOCC2